1,3-Bis(palmitoyloxy)propan-2-yl(2-(4-((tert-butyldimethylsilyl)oxy)-2-methylbutan-2-yl)-3,5-dimethylphenyl) adipate C(CCCCC(=O)[O-])(=O)OC1=C(C(=C(C(=C1)C)C(COC(CCCCCCCCCCCCCCC)=O)COC(CCCCCCCCCCCCCCC)=O)C)C(C)(CCO[Si](C)(C)C(C)(C)C)C